C1(CC1)S(=O)(=O)NC(=O)C=1C(=NC(=CC1)N1N=C(C=C1)C1=CC=CC=C1)N1[C@H](CC[C@H]1C)C N-cyclopropylsulfonyl-2-[(2S,5R)-2,5-dimethylpyrrolidin-1-yl]-6-(3-phenylpyrazol-1-yl)pyridine-3-carboxamide